C(C=C)(=O)N1[C@H](CN(CC1)C1=NC(=NC=2CC3(CCC12)CCC1=C(C=CC=C13)C)OC[C@H]1N(CCC1)C)CC#N 2-((2S)-1-acryloyl-4-(4-methyl-2'-(((S)-1-methylpyrrolidin-2-yl)methoxy)-2,3,5',8'-tetrahydro-6'H-spiro[indene-1,7'-quinazolin]-4'-yl)piperazin-2-yl)acetonitrile